6-(4-Ethyl-3-(hydroxymethyl)-5-oxo-4,5-dihydro-1H-1,2,4-triazol-1-yl)-7-fluoro-4-isopropyl-2-((1S*,2S*)-2-methylcyclopentyl)isoquinolin-1(2H)-one C(C)N1C(=NN(C1=O)C=1C=C2C(=CN(C(C2=CC1F)=O)[C@@H]1[C@H](CCC1)C)C(C)C)CO |o1:20,21|